N1N=CC2=C(C=CC=C12)C1=CC2=C(N=CS2)C=C1 6-(1H-indazol-4-yl)benzo[d]thiazol